ClC=1C=C(C=NC1)OC1=CC=C(C=C1)C1CN(C1)C(=O)N1C[C@@H]2[C@@H](OCC(N2)=O)CC1 (4aR,8aS)-6-[3-[4-[(5-chloro-3-pyridinyl)oxy]phenyl]azetidine-1-carbonyl]-4,4a,5,7,8,8a-hexahydropyrido[4,3-b][1,4]oxazin-3-one